C(C)(C)(C)OC(=O)C1=CC=C(C=C1)NC1=C(N=NC(=C1)Cl)C(=O)OC Methyl 4-((4-(tert-butoxycarbonyl)phenyl)amino)-6-chloropyridazine-3-carboxylate